undecan-3-yl 8-({3-[(tert-butoxycarbonyl)amino]propyl}({6-[(2-octyldecyl)oxy]-6-oxohexyl})amino)octanoate C(C)(C)(C)OC(=O)NCCCN(CCCCCCCC(=O)OC(CC)CCCCCCCC)CCCCCC(=O)OCC(CCCCCCCC)CCCCCCCC